FC(C1=NC=CC(=C1)C1=NOC(=N1)[C@H](C)NC(=O)C1CCCCC1)(F)F (S)-N-(1-(3-(2-(trifluoromethyl)pyridin-4-yl)-1,2,4-oxadiazol-5-yl)ethyl)cyclohexanecarboxamide